pyridine diformate C(=O)O.C(=O)O.N1=CC=CC=C1